2-[3-(2,7-diazaspiro[3.5]non-2-yl)-1,2,4-triazin-6-yl]-5-(3-fluoro-1H-pyrazol-4-yl)phenol dihydrochloride Cl.Cl.C1N(CC12CCNCC2)C=2N=NC(=CN2)C2=C(C=C(C=C2)C=2C(=NNC2)F)O